FC(C1=NN(C(=C1)C)C1=NC(=CC=C1C#N)N1C=NC2=C1C=CC(=C2)NC2CCN(CC2)C2COC2)F 2-[3-(difluoromethyl)-5-methyl-pyrazol-1-yl]-6-[5-[[1-(oxetan-3-yl)-4-piperidyl]amino]benzimidazol-1-yl]pyridine-3-carbonitrile